FC(C1=NC=2N(C=C1F)N=CC2C2=CC(=NC=N2)N2C[C@H](OCC2)CNS(=O)(=O)C)F N-[[(2S)-4-[6-[5-(difluoromethyl)-6-fluoro-pyrazolo[1,5-a]pyrimidin-3-yl]pyrimidin-4-yl]morpholin-2-yl]methyl]methanesulfonamide